3-benzyl-N-(2-(pyrrolidin-1-yl)ethyl)quinoxaline C(C1=CC=CC=C1)C=1CN(C2=CC=CC=C2N1)CCN1CCCC1